S1N=NC=C1C1=CC(=C2C=NNC2=C1)NCCOCCCCNCC=1C=C(C(=O)O)C=C(C1)OC(F)(F)F 3-(((4-(2-((6-(1,2,3-thiadiazol-5-yl)-1H-indazol-4-yl)amino)ethoxy)butyl)amino)methyl)-5-(trifluoromethoxy)benzoic acid